C(C)OC(=O)C1CCN(CC1)S(=O)(=O)C 1-(methylsulfonyl)piperidine-4-carboxylic acid ethyl ester